Cl.C(#N)C=1C=C(C=CC1OCC(C)C)C=1SC(=C(N1)C)C(=O)N 2-(3-cyano-4-isobutoxyphenyl)-4-methylthiazol-5-carboxamid hydrochlorid